OC1=C(C=C(C=C1)NC(C1=CC=C(C=C1)OCCC1=CC=C(C=C1)S(=O)(=O)C)=O)S(=O)(=O)C N-(4-hydroxy-3-(methylsulfonyl)phenyl)-4-(4-(methylsulfonyl)phenylethoxy)benzamide